[2H]C1=NC2=C(C=CC(=C2C=C1)N1C[C@H](O[C@H](C1)CN1CC2(C1)OCC1=CC(=CC=C12)N1CC2(C1)OCCNC2)C)C#N 2-deuterio-5-[(2R,6S)-2-methyl-6-[[6-(5-oxa-2,8-diazaspiro[3.5]nonan-2-yl)spiro[1H-isobenzofuran-3,3'-azetidine]-1'-yl]methyl]morpholin-4-yl]quinoline-8-carbonitrile